8-((1-(4-Oxospiro[2.5]oct-5-en-6-yl)-1H-indazol-6-yl)oxy)-5,6,7,8-tetrahydroquinoline-3-carbonitrile O=C1C2(CC2)CCC(=C1)N1N=CC2=CC=C(C=C12)OC1CCCC=2C=C(C=NC12)C#N